FC=1C=C(C=CC1F)N1C(CCCC12CCN(CC2)C2=NC(=NC(=C2)N2N=CC(=C2)C(F)(F)F)C(=O)N)=O 1-(3,4-difluorophenyl)-2-oxo-1,9-diazaspiro[5.5]undecane-9-yl-6-(4-(trifluoromethyl)-1H-pyrazol-1-yl)pyrimidin-2-carboxamide